COC=1C(=NC(=NC1C1=CC(=CC=C1)C1=NN(C=C1)C)SC)NC1=CC=NC=C1 5-methoxy-6-(3-(1-methyl-1H-pyrazol-3-yl)phenyl)-2-(methylthio)-N-(pyridin-4-yl)pyrimidin-4-amine